OC=1C=C2CC[C@H]3[C@@H]4C[C@@H](C([C@@]4(C)CC[C@@H]3C2=CC1)=O)O 3,16beta-dihydroxyestra-1(10),2,4-trien-17-one